C1(=CC=CC=C1)C=1NC2=CC=CC=C2C1[Se]C1=CC=C(C=C1)[N+](=O)[O-] 2-phenyl-3-(4-nitrophenylseleno)indole